(E)-4-(tert-butylamino)-N-(2-chloro-4-(8-(1-methyl-6-(trifluoromethyl)-1H-benzo[d]imidazol-5-yl)indolizine-3-carbonyl)phenyl)but-2-enamide C(C)(C)(C)NC/C=C/C(=O)NC1=C(C=C(C=C1)C(=O)C1=CC=C2C(=CC=CN12)C1=CC2=C(N(C=N2)C)C=C1C(F)(F)F)Cl